4-(dimethylamino)-N-(4-(3-(3,5-dimethylisoxazol-4-yl)-5-methylphenoxy)-3-methylphenyl)butanamide CN(CCCC(=O)NC1=CC(=C(C=C1)OC1=CC(=CC(=C1)C)C=1C(=NOC1C)C)C)C